trifluoroAluminum F[Al](F)F